[Si](C)(C)(C(C)(C)C)OC1=CC(=C(C=C1)N=C(N)C1=C(C=2N(N=C1)C=C(C2)B2OC(C(O2)(C)C)(C)C)N[C@H]2COCC2)CC N'-[4-(tert-butyldimethylsilyl)oxy-2-ethyl-phenyl]-4-[[(3R)-tetrahydrofuran-3-yl]amino]-6-(4,4,5,5-tetramethyl-1,3,2-dioxaborolan-2-yl)pyrrolo[1,2-b]pyridazine-3-carboxamidine